1-(2-(Dinonylamino)ethyl)4-(2-((2-(dinonylamino)ethyl)(nonyl)amino)ethyl)cyclohexane C(CCCCCCCC)N(CCC1CCC(CC1)CCN(CCCCCCCCC)CCN(CCCCCCCCC)CCCCCCCCC)CCCCCCCCC